ClC1=C(C(=O)NCC)C=CC=C1C(C#N)C=1N=NC(=CC1)Cl 2-chloro-3-((6-chloropyridazin-3-yl)(cyano)methyl)-N-ethylbenzamide